(R)-N-(2-(4-Cyanothiazolidin-3-yl)-2-oxoethyl)-6-((2-methyl-2H-1,2,3-triazol-4-yl)methyl)quinoline-4-carboxamide C(#N)[C@H]1N(CSC1)C(CNC(=O)C1=CC=NC2=CC=C(C=C12)CC1=NN(N=C1)C)=O